C1(=CC=CC2=CC3=CC4=CC5=CC=CC=C5C=C4C=C3C=C12)P(C(C)(C)C)C(C)(C)C pentacenyl-(di-t-butylphosphine)